1-(3,5-dichlorophenyl)-3-(3-fluoro-5-methoxyphenyl)urea ClC=1C=C(C=C(C1)Cl)NC(=O)NC1=CC(=CC(=C1)OC)F